OC1C(CC[C@H](O1)[C@@H](C)N[S@](=O)C(C)(C)C)I (R)-N-[(1R)-1-[(2S)-6-hydroxy-5-iodo-tetrahydropyran-2-yl]ethyl]-2-methyl-propane-2-sulfinamide